hexyl 2-(4-(diethylamino)-2-hydroxybenzoyl)benzoate C(C)N(C1=CC(=C(C(=O)C2=C(C(=O)OCCCCCC)C=CC=C2)C=C1)O)CC